[2,3'-bipyridin]-6'-ylmethanamine 2HCl Cl.Cl.N1=C(C=CC=C1)C=1C=NC(=CC1)CN